(R)-1-(5-chloro-3-methyl-pyridin-2-yl)-4-(4-fluoro-3-methylbenzyl)-3-(oxetan-3-yl)piperazine-2,5-dione ClC=1C=C(C(=NC1)N1C([C@H](N(C(C1)=O)CC1=CC(=C(C=C1)F)C)C1COC1)=O)C